CC=1C(=CN=NC1)C(=O)O 5-METHYL-PYRIDAZINE-4-CARBOXYLIC ACID